2-(diphenylmethyleneamino)-5-fluoro-4-(fluoromethyl)pentanoic acid tert-butyl ester C(C)(C)(C)OC(C(CC(CF)CF)N=C(C1=CC=CC=C1)C1=CC=CC=C1)=O